C(C)N(CCCNC1=NC=NC2=C(C=C(C=C12)C1=CC=C(C=C1)F)OC)CC N1,N1-Diethyl-N3-(6-(4-fluorophenyl)-8-methoxyquinazolin-4-yl)propane-1,3-diamine